C1(CC1)C(CN)N cyclopropylethane-1,2-diamine